O=C1N(CCC1)C(C(=O)N)CC 2-(2-oxo-1-pyrrolidinyl)butanamide